FC1=C2CN(CC2=CC(=C1F)F)C(=O)NC1=CC=C(C=C1)C1CCN(CC1)C(=O)OC(C)(C)C tert-butyl 4-(4-(4,5,6-trifluoroisoindoline-2-carboxamido)phenyl)piperidine-1-carboxylate